1,1-dimethylethyl (2R)-2-methyl-4-oxo-1-piperidinecarboxylate C[C@H]1N(CCC(C1)=O)C(=O)OC(C)(C)C